C[C@H]1N(CCOC1)C=1C=C(C=2N(N1)C(=NC2)C2=CC=NN2)C=2C(=NC(=CC2)S(=O)(=O)C)C (R)-3-methyl-4-(4-(2-methyl-6-(methylsulfonyl)pyridin-3-yl)-7-(1H-pyrazol-5-yl)imidazo[1,5-b]pyridazin-2-yl)morpholine